(S)-3-((6-((6S,8R)-8-methyl-2-oxo-7-(2,2,2-trifluoroethyl)-3-Trityl-2,3,6,7,8,9-hexahydrooxazolo[5,4-f]isoquinolin-6-yl)pyridin-3-yl)oxy)pyrrolidine C[C@H]1N([C@@H](C2=CC=C3C(=C2C1)OC(N3C(C3=CC=CC=C3)(C3=CC=CC=C3)C3=CC=CC=C3)=O)C3=CC=C(C=N3)O[C@@H]3CNCC3)CC(F)(F)F